S1C=CC2=C1C1(NC2=O)CC1 spiro[cyclopropane-1,6'-thieno[2,3-c]pyrrole]-4'(5'h)-one